C(C)OC(=O)C=1C=NN2C1N=C(C1=C2N(CC1)CC1=CC=C(C=C1)OC)Cl 5-Chloro-8-(4-methoxybenzyl)-7,8-dihydro-6H-pyrazolo[1,5-a]pyrrolo[3,2-e]pyrimidine-3-carboxylic acid ethyl ester